Cl.FC1(CCNCC1)F 4,4-difluoropiperidine hydrogen chloride